C1(=CC=CC2=CC=CC=C12)SCC(CSC1=CC=CC2=CC=CC=C12)O 1,3-bis(naphthalen-1-ylthio)propan-2-ol